2-chloro-4-((2-(cyclopropylmethyl)-6-methyl-5-oxo-2,3,5,6-tetrahydro-1H-[1,4]oxazino[2,3-c]quinolin-9-yl)amino)nicotinonitrile ClC1=C(C#N)C(=CC=N1)NC1=CC=2C3=C(C(N(C2C=C1)C)=O)OCC(N3)CC3CC3